C(#N)C=1C(=CC2=C(N(C(=N2)N2C[C@@H](C[C@H](C2)NC2=NC=C(C=N2)C(F)(F)F)F)C)C1)NC(C=C)=O N-(6-Cyano-2-((3R,5R)-3-fluoro-5-((5-(trifluoromethyl)pyrimidin-2-yl)amino)piperidin-1-yl)-1-methyl-1H-benzo[d]imidazol-5-yl)acrylamide